1-(2-((2-benzhydryl-quinuclidin-3-yl)oxy)phenyl)prop-2-en-1-one C(C1=CC=CC=C1)(C1=CC=CC=C1)C1N2CCC(C1OC1=C(C=CC=C1)C(C=C)=O)CC2